N[C@@H](CN1C(N(C(=C(C1=O)C1=C(C(=CC=C1)OC)F)C)CC1=C(C=CC=C1C(F)(F)F)F)=O)C1=CC=CC=C1 (R)-3-(2-Amino-2-phenyl-ethyl)-5-(2-fluoro-3-methoxy-phenyl)-1-(2-fluoro-6-trisFluoromethyl-benzyl)-6-methyl-1H-pyrimidine-2,4-dione